1,9-dihydro-2-amino-9-[(2-hydroxyethoxy)methyl]-6H-purin-6-one NC=1NC(C=2N=CN(C2N1)COCCO)=O